1-(1-(5-((5-Chloro-4-fluoro-2,3-dihydro-1H-inden-2-yl)amino)pyridin-2-yl)-2,2,2-trifluoroethyl)-3-(oxetan-3-yl)tetrahydropyrimidin-2(1H)-one ClC=1C(=C2CC(CC2=CC1)NC=1C=CC(=NC1)C(C(F)(F)F)N1C(N(CCC1)C1COC1)=O)F